di-tert-butyl-octadecanedioic acid C(C)(C)(C)C(C(=O)O)(CCCCCCCCCCCCCCCC(=O)O)C(C)(C)C